Z-1,3,12-nonadecatriene-5,14-diol C=C\C=C/C(CCCCCCC=CC(CCCCC)O)O